COC(=O)C=1C=CC2=C([C@H]([C@](O2)(C)COC)O)C1 (2S,3R)-3-hydroxy-2-(methoxymethyl)-2-methyl-2,3-dihydrobenzofuran-5-carboxylic acid methyl ester